(1S,2S)-1,3-dihydroxy-1-phenylpropan-2-aminium O[C@H]([C@H](CO)[NH3+])C1=CC=CC=C1